C[C@@]12C[C@H](N([C@H]2C1)C(CN1C(C2=CC(=CC=C2C1)OC1=CC=CC=C1)=O)=O)C(=O)OCC1=CC=CC=C1 benzyl (1S,3S,5S)-5-methyl-2-[2-(1-oxo-6-phenoxy-3H-isoindol-2-yl)acetyl]-2-azabicyclo[3.1.0]hexane-3-carboxylate